COC=1C(=CC2=CN(N=C2C1)C1CCC(CC1)NC)C(=O)N 6-methoxy-2-((1R,4R)-4-(methylamino)cyclohexyl)-2H-indazole-5-carboxamide